C(C)(C)(C)OC(=O)N(C1=CC(=NC=C1)Cl)C(=O)OC(C)(C)C N,N-di-tert-butoxycarbonyl-2-chloropyridin-4-amine